O[C@H]1[C@H](CCCC1)[N+]1=NOC(=C1)[N-]C(NC1=CC(=CC(=C1)C(F)(F)F)NC(CC1=C(C=CC=C1)C)=O)=O (3-((1S,2R)-2-Hydroxycyclohexyl)-1,2,3-oxadiazol-3-ium-5-yl)((3-(2-(o-tolyl)acetamido)-5-(trifluoromethyl)phenyl)carbamoyl)amide